[3-methyl-2-oxo-5-[1-(4-piperidylmethyl)-4-piperidyl]benzimidazol-1-yl]piperidine CN1C(N(C2=C1C=C(C=C2)C2CCN(CC2)CC2CCNCC2)N2CCCCC2)=O